1-[4-(4,4,5,5-tetramethyl-1,3,2-dioxaborolan-2-yl)-3,6-dihydro-2H-pyridin-1-yl]ethanone CC1(OB(OC1(C)C)C=1CCN(CC1)C(C)=O)C